BrCC1=NC(=CC=C1C(=O)OC)Cl methyl 2-(bromomethyl)-6-chloropyridine-3-carboxylate